cyclopropyl-2-methylbenzoic acid methyl ester COC(C1=C(C(=CC=C1)C1CC1)C)=O